3-chloro-2-fluoro-4-hydroxy-6-(2,2,2-trifluoroethoxy)benzaldehyde ClC=1C(=C(C=O)C(=CC1O)OCC(F)(F)F)F